N,N-dimethyl-S-trityl-L-cysteine CN([C@@H](CSC(C1=CC=CC=C1)(C1=CC=CC=C1)C1=CC=CC=C1)C(=O)O)C